tertiary butylamine sulfate S(=O)(=O)(O)O.C(C)(C)(C)N